C(C)S(=O)(=O)NC1=C(C=C(C=C1)C1=NNC(=C1C(=O)N)NC1=NC=CC=C1)OCC1=CC=C(C=C1)F 3-(4-(ethylsulfonamido)-3-((4-fluorobenzyl)oxy)phenyl)-5-(pyridin-2-ylamino)-1H-pyrazole-4-carboxamide